CN(C1=CC=C(CNC(=O)C2CN(CCC2)C=2C=3C(N=CN2)=NN(C3)C3=CC=C(C=C3)C)C=C1)C N-(4-(dimethylamino)benzyl)-1-(2-(p-tolyl)-2H-pyrazolo[3,4-d]pyrimidin-4-yl)piperidine-3-carboxamide